4-isopropyl-N-[3-[[4-[[2-(6-methyl-2-pyridyl)pyrimidin-4-yl]amino]pyrimidin-2-yl]amino]phenyl]piperazine-1-carboxamide C(C)(C)N1CCN(CC1)C(=O)NC1=CC(=CC=C1)NC1=NC=CC(=N1)NC1=NC(=NC=C1)C1=NC(=CC=C1)C